1-(4-(1-aminoethyl)pyridin-2-yl)-1,1-difluoro-2-methylpropan-2-ol hydrochloride Cl.NC(C)C1=CC(=NC=C1)C(C(C)(O)C)(F)F